BrC=1C=C2C(=CN1)N(N=C2C=2C=C(C(=NC2)N2CCN(CC2)C)C(C(O)=O)C)S(=O)(=O)C2=CC=C(C)C=C2 (5-(5-bromo-1-tosyl-1H-pyrazolo[3,4-c]pyridin-3-yl)-2-(4-methylpiperazin-1-yl)pyridin-3-yl)oxopropanol